N-((S)-2-cyclopropyl-4-methyl-5-oxo-5,6,7,8-tetrahydro-4H-pyrazolo[1,5-a][1,3]diazepin-6-yl)-1-(1-(4-fluorophenyl)ethyl)-1H-1,2,4-triazole-3-carboxamide C1(CC1)C1=NN2C(N(C([C@H](CC2)NC(=O)C2=NN(C=N2)C(C)C2=CC=C(C=C2)F)=O)C)=C1